OCC[N+](CCCCCCCC)(CCO)CCO tri(hydroxyethyl)octylammonium